ClCC(=O)NC1=C(C=C(C(=O)OC)C=C1NC[C@H]1OCC1)F Methyl (S)-4-(2-chloroacetamido)-3-fluoro-5-((oxetan-2-ylmethyl)amino)-benzoate